COC1=C(C=CC(=C1)OC)CN(C1=NC(=C(C(=N1)OC)I)OC)CC1=C(C=C(C=C1)OC)OC N,N-bis[(2,4-dimethoxyphenyl)methyl]-5-iodo-4,6-dimethoxy-pyrimidin-2-amine